(E)-1-(cyanoimino)-1,2,3,5-tetrahydro-4H-1λ4-benzo[f][1,4]thiazepine C(#N)\N=S\1/CCNCC2=C1C=CC=C2